3-((1r,5s)-3-(6-(1-methyl-1H-pyrazol-4-yl)pyrrolo[2,1-f][1,2,4]triazin-4-yl)-3,8-diazabicyclo[3.2.1]oct-8-yl)cyclobutane-1-carbonitrile CN1N=CC(=C1)C=1C=C2C(=NC=NN2C1)N1C[C@H]2CC[C@@H](C1)N2C2CC(C2)C#N